ClC=1C=C(C(=O)N[C@@H]2C[C@@H](CCC2)C2=NN=C(N2)C=2N(C=NC2C)C)C=CC1 |r| Cis-rac-3-chloro-N-[3-[5-(3,5-dimethylimidazol-4-yl)-4H-1,2,4-triazol-3-yl]cyclohexyl]benzamide